4-(((2r,5r)-1-(2-(3,3-dimethyl-5-oxo-6-((perfluorophenyl)methyl)-2,3,4,5-tetrahydro-1H-pyrrolo[3,2-b]pyridin-1-yl)-2-oxoethyl)-5-methylpiperazin-2-yl)methyl)morpholine-2-carboxamide CC1(CN(C2=C1NC(C(=C2)CC2=C(C(=C(C(=C2F)F)F)F)F)=O)C(CN2[C@H](CN[C@@H](C2)C)CN2CC(OCC2)C(=O)N)=O)C